((5aS,6R,11bR)-14-(cyclopropylmethyl)-5a,10-dihydroxy-1,2,5,5a,6,7-hexahydro-6,11b-(epiminoethano)naphtho[1,2-d]azepin-3(4H)-yl)(1-(pyridin-2-yl)cyclopropyl)methanone C1(CC1)CN1CC[C@]23CCN(CC[C@]2([C@H]1CC1=CC=C(C=C13)O)O)C(=O)C1(CC1)C1=NC=CC=C1